C[C@](N)(CCCNC(N)=N)C(=O)O D-α-methylarginine